4-amino-6-((1S)-1-amino-7-(1-hydroxyethyl)-1,3-dihydrospiro[indene-2,4'-piperidin]-1'-yl)-3-(4-(difluoromethoxy)phenyl)-1-methylpyridin-2(1H)-one NC1=C(C(N(C(=C1)N1CCC2(CC1)[C@@H](C1=C(C=CC=C1C2)C(C)O)N)C)=O)C2=CC=C(C=C2)OC(F)F